ClC=1C=CC(=C(C1)[C@H]1C[C@H](C1)NC(=O)C=1N=NN(C1)[C@@H]1CCC2=C1C=NC(=C2)N2C([C@@H]1C[C@@H]1C2)=O)C#N N-((cis)-3-(5-chloro-2-cyanophenyl)cyclobutyl)-1-((R)-3-((1R,5S)-2-oxo-3-azabicyclo[3.1.0]hexan-3-yl)-6,7-dihydro-5H-cyclopenta[c]pyridin-7-yl)-1H-1,2,3-triazole-4-carboxamide